NC1(CCN(CC1)C(=O)C=1OC(=CC1)C1=C(C(=CC=C1)Cl)Cl)C (4-amino-4-methylpiperidin-1-yl)(5-(2,3-dichlorophenyl)furan-2-yl)methanone